BrC1=CC=C(C=C1)C1CC(C1)=O 3-(4-Bromophenyl)cyclobutan-1-one